[Si](C)(C)(C(C)(C)C)OCC=1C2=C(C(N=C2C=CC1)=O)CC(=O)O ((((tert-butyldimethylsilyl)oxy)methyl)-2-oxoindol-3-yl)acetic acid